OC1=COC2=C(C1=O)C(=CC(=C2)O)O 3,5,7-trihydroxy-4H-benzopyran-4-one